CC1=C(C(=O)NC2CN(C2)C)C=CC(=C1)NC=1N=CC2=C(N1)CN(CC2)C2=C(C1=C(OCCN1)N=C2)C methyl-4-[(7-{8-methyl-1H,2H,3H-pyrido[2,3-b][1,4]oxazin-7-yl}-5H,6H,7H,8H-pyrido[3,4-d]pyrimidin-2-yl)amino]-N-(1-methylazetidin-3-yl)benzamide